carbonic acid [(2r,3s,5r)-5-(6-amino-2-fluoro-purin-9-yl)-2-[[tert-butyl (dimethyl) silyl] oxymethyl]-2-ethynyl-tetrahydrofuran-3-yl] ester (4-nitrophenyl) ester [N+](=O)([O-])C1=CC=C(C=C1)OC(O[C@@H]1[C@@](O[C@H](C1)N1C2=NC(=NC(=C2N=C1)N)F)(C#C)CO[Si](C)(C)C(C)(C)C)=O